(2S)-4-(2-chloro-6-((6-chloro-5-fluoro-1-(methoxycarbonyl)-1,2,3,4-tetrahydronaphthalen-1-yl)methyl)-5-nitropyrimidin-4-yl)-2-(cyanomethyl)piperazine-1-carboxylic acid tert-butyl ester C(C)(C)(C)OC(=O)N1[C@H](CN(CC1)C1=NC(=NC(=C1[N+](=O)[O-])CC1(CCCC2=C(C(=CC=C12)Cl)F)C(=O)OC)Cl)CC#N